4-(5-amino-1,3,4-oxadiazol-2-yl)butyric acid benzyl ester C(C1=CC=CC=C1)OC(CCCC=1OC(=NN1)N)=O